N1(C(C(C1([2H])[2H])([2H])[2H])([2H])[2H])C1=CC=C2C3(CC=4C(=NOC4C2=C1)N(S(=O)(=O)C1=C(C=C(C(=O)NC)C=C1OC)OC)COCC[Si](C)(C)C)CC3 4-(N-(8'-(azetidin-1-yl-d6)-4'H-spiro[cyclopropane-1,5'-naphtho[2,1-d]isoxazol]-3'-yl)-N-((2-(trimethylsilyl)ethoxy)methyl)sulfamoyl)-3,5-dimethoxy-N-methylbenzamide